C(C)(=O)C1=CC=C(C(C)(C)C2=CC=C(C=C2)O)C=C1 4-(4-acetylcumyl)phenol